CC1=CC=C(OCCN2C(=NC3=C2C=CC=C3)SCCOC3=CC=CC=C3)C=C1 [2-(4-methylphenoxy)ethyl]-2-[(2-phenoxyethyl)sulfanyl]-1H-benzimidazole